beta-D-maltose C([C@@H]1[C@H]([C@@H]([C@H]([C@H](O1)O[C@@H]2[C@H](O[C@H]([C@@H]([C@H]2O)O)O)CO)O)O)O)O